N[C@H]1[C@@H]2N(C[C@H]1CC2)C(=O)C2=CC1=C(N(C(=N1)C=1N(C3=C(C=CC=C3C1)NC=1C(=NN(C1)C)C)CC1CC1)C)C(=C2)OC ((1R,4R,7R)-7-amino-2-azabicyclo[2.2.1]heptan-2-yl)(2-(1-(cyclopropylmethyl)-7-((1,3-dimethyl-1H-pyrazol-4-yl)amino)-1H-indol-2-yl)-7-methoxy-1-methyl-1H-benzo[d]imidazol-5-yl)methanone